ClC1=CC=C(CN2N=C(C3=CC=CC=C23)N)C=C1 (4-chlorobenzyl)-1H-indazol-3-amine